1-(3,4,5-Trifluorophenyl)-1H-pyrrole-2,5-dione FC=1C=C(C=C(C1F)F)N1C(C=CC1=O)=O